FC(S(=O)(=O)C=1C=2N(C=CC1)C=CN2)(F)C2N(CCCC2)C(=O)NC2=CN=NC=C2 (difluoro(imidazo[1,2-a]pyridin-8-ylsulfonyl)methyl)-N-(pyridazin-4-yl)piperidine-1-carboxamide